ClC=1C=C2CN(CC2=CC1)C1=NC=2N(C(=C1)C=1C=NNC1)N=C(C2C(C)C)C(=O)NC2=C(C=CC(=C2)OC)F 5-(5-chloroisoindolin-2-yl)-N-(2-fluoro-5-methoxyphenyl)-3-isopropyl-7-(1H-pyrazol-4-yl)pyrazolo[1,5-a]pyrimidine-2-carboxamide